N-[cyclopropyl(1,2,4-oxadiazol-3-yl)methyl]-2-methyl-8-[4-(trifluoromethyl)phenyl]-2H,8H-pyrazolo[3,4-b]indole C1(CC1)C(N1N(CC2=C1N(C1=CC=CC=C21)C2=CC=C(C=C2)C(F)(F)F)C)C2=NOC=N2